4-(7-(3-Aminoazepan-1-yl)-3-(4-cyclopropylphenyl)-3H-imidazo[4,5-b]pyridin-2-yl)-2-fluorobenzonitrile NC1CN(CCCC1)C1=C2C(=NC=C1)N(C(=N2)C2=CC(=C(C#N)C=C2)F)C2=CC=C(C=C2)C2CC2